N-(5-(2-(7-azaspiro[3.5]nonan-7-yl)acetamido)-2-methylpyridin-3-yl)-7-(3,6-dihydro-2H-pyran-4-yl)-[1,2,4]triazolo[4,3-a]pyridine-3-carboxamide C1CCC12CCN(CC2)CC(=O)NC=2C=C(C(=NC2)C)NC(=O)C2=NN=C1N2C=CC(=C1)C=1CCOCC1